1,2,3,4-cyclobutanetetracarboxylic acid Dianhydride C12C(C3C1C(=O)OC3=O)C(=O)OC2=O